OC=1C=NC2=CC=C(C=C2N1)C(C)N1C[C@@H](N(C[C@H]1C)C1=CC(N(C=2N1N=C(C2)CC#N)C)=O)C 2-(7-((2S,5R)-4-(1-(3-hydroxyquinoxalin-6-yl)ethyl)-2,5-dimethylpiperazin-1-yl)-4-methyl-5-oxo-4,5-dihydropyrazolo[1,5-a]pyrimidin-2-yl)acetonitrile